N-(3-(but-1-yn-1-yl)pyridin-2-yl)-2,2,2-trifluoroacetamide C(#CCC)C=1C(=NC=CC1)NC(C(F)(F)F)=O